t-butyl (E)-(3-(5-amino-4-((1-propyl-1H-imidazol-2-yl)diazenyl)-1H-pyrazol-1-yl)propyl)carbamate NC1=C(C=NN1CCCNC(OC(C)(C)C)=O)\N=N\C=1N(C=CN1)CCC